N1=CC=C2C1=CC=CC=N2 Pyrroloazepine